C(CC(C)C)N(C(=S)NC(C1=CC=CC=C1)=O)C=1C=C(C=CC1C)C1=CC=C(C=C1)CCN1CCN(CC1)C N-(iso-Pentyl(4-methyl-4'-(2-(4-methylpiperazin-1-yl)ethyl)-[1,1'-biphenyl]-3-yl)carbamothioyl)benzamide